1-(3-hydroxy-2-furyl)ethanone OC1=C(OC=C1)C(C)=O